((3R,4S)-1-(6-(4-chlorophenyl)-2-(pyridin-3-yl)pyrimidin-4-yl)-3-fluoropiperidin-4-yl)methanol ClC1=CC=C(C=C1)C1=CC(=NC(=N1)C=1C=NC=CC1)N1C[C@@H]([C@@H](CC1)CO)F